ethan-1-ylammonium C(C)[NH3+]